tert-butyl 4-(6-oxo-5-((3-(2,2,2-trifluoroethoxy) pyrazin-2-yl)methyl)-5,6-dihydropyrido[2,3-b]pyrazine-7-yl)piperidine-1-carboxylate O=C1C(=CC=2C(=NC=CN2)N1CC1=NC=CN=C1OCC(F)(F)F)C1CCN(CC1)C(=O)OC(C)(C)C